N[C@@H](C(=O)NC(C(=O)O)(C)C)CC1=CNC2=CC=CC=C12 (R)-2-[2-AMINO-3-(INDOL-3-YL)PROPIONYL-AMINO]-2-METHYLPROPIONIC ACID